C(CCCCCCCC(=O)[O-])(=O)[O-] azelaate